2-morpholino-4H-pyrido[1,2-a]Pyrimidin-4-one O1CCN(CC1)C=1N=C2N(C(C1)=O)C=CC=C2